1,1'-thiocarbonyl-di-imidazole C(=S)(N1C=NC=C1)N1C=NC=C1